1,2-bis(diphenylphosphino)-ethane C1(=CC=CC=C1)P(CCP(C1=CC=CC=C1)C1=CC=CC=C1)C1=CC=CC=C1